BrC=1C=C(C=C(C1)Br)[C@@H](C)NC(C1=C(C=CC(=C1)OC)C)=O (R)-N-(1-(3,5-dibromophenyl)ethyl)-5-methoxy-2-methylbenzamide